(Isopropylidene)-aminooxyacetic acid-2-(methoxy)-2-oxoethylester COC(COC(C(ON)=C(C)C)=O)=O